azidosuccinimide formate C(=O)O.N(=[N+]=[N-])C1C(=O)NC(C1)=O